2,4,5,6-tetrahydrofurano[2',3':6,7]cyclohepta[1,2-c]pyrazole-8-sulfonamide N=1NC=C2C1C1=C(CCC2)OC(=C1)S(=O)(=O)N